dodec-8-ene CCCCCCCC=CCCC